FC(C1(OC(=C(O1)F)F)C(F)(F)F)(F)F 2,2-Bistrifluoromethyl-4,5-difluoro-1,3-dioxole